CN1C(=NC2=C(C=C(C=C2C1=O)C)[C@H](C)NC1=C(C(=O)O)C=CC=C1)N1CCC2(COC2)CC1 (S)-2-((1-(3,6-dimethyl-4-oxo-2-(2-oxa-7-azaspiro[3.5]nonan-7-yl)-3,4-dihydroquinazolin-8-yl)ethyl)amino)benzoic acid